ClC1=CC(=C2C(=N1)SC(=N2)N)C(F)(F)F 5-chloro-7-(trifluoromethyl)-1,3-thiazolo[5,4-b]pyridine-2-Ylamine